tert-Butyl 4-(4-chloro-2-methoxybenzyl)-4-hydroxypiperidine-1-carboxylate ClC1=CC(=C(CC2(CCN(CC2)C(=O)OC(C)(C)C)O)C=C1)OC